magnesium (2R,3S,5R)-5-(6-aminopurin-9-yl)-3-hydroxytetrahydrofuran NC1=C2N=CN(C2=NC=N1)[C@H]1C[C@@H](CO1)O.[Mg]